C1(=CC=CC=C1)C1=C(C2=CC3=CC=CC=C3C=C2C=C1)C1=C(C=CC=C1)C1=C(C(=CC=2C3=CC=CC=C3CC12)C)C phenyl[(dimethylfluorenyl)phenyl]anthracene